IC1=CN=CC=2C(CCCC12)N 4-iodo-5,6,7,8-tetrahydroisoquinolin-8-amine